BrC=1C=CC(=NC1)C(C(=O)N)NC (5-bromopyridin-2-yl)-2-(methylamino)acetamide